BrC=1C=C2C(=CC(=NC2=CC1)C)CC(CC)=O 1-(6-bromo-2-methylquinolin-4-yl)butanone